FC=1C=CC=C2CN(C(C12)C)C(=O)C=1C=C2CN(C(C2=CC1)=O)C1CNCCC1 3-(5-(7-fluoro-1-methylisoindoline-2-carbonyl)-1-oxoisoindolin-2-yl)piperidine